N1(C=NC=C1)C=1N=C(C2=C(N1)C=NN2)C(=O)NC2CCC(CC2)CNCC(F)(F)F 5-(1H-imidazol-1-yl)-N-((1r,4r)-4-(((2,2,2-trifluoroethyl)amino)methyl)cyclohexyl)-1H-pyrazolo[4,3-d]pyrimidine-7-carboxamide